5-((4-((2-amino-7H-pyrrolo[2,3-d]pyrimidin-4-yl)oxy)phenyl)amino)-5-oxopentanoic acid NC=1N=C(C2=C(N1)NC=C2)OC2=CC=C(C=C2)NC(CCCC(=O)O)=O